1-(4-((3S,4S)-7-hydroxy-3',4'-dihydro-2'H-spiro[isochromane-3,1'-naphthalen]-4-yl)phenyl)piperidine-4-carbaldehyde OC1=CC=C2[C@@H]([C@]3(CCCC4=CC=CC=C34)OCC2=C1)C1=CC=C(C=C1)N1CCC(CC1)C=O